N1C=CC2=CC=C(C=C12)CNC1=CN=C2C(=N1)N=C(C=C2)C2CCNCC2 N-(1H-indol-6-ylmethyl)-6-(piperidin-4-yl)pyrido[2,3-b]pyrazin-3-amine